Cyclobutylidenebis[2-(5-methyl-2-furyl)-4-(2-naphthyl)-5,6-dimethyl-1-indenyl]zirconium dichloride [Cl-].[Cl-].C1(CCC1)=[Zr+2](C1C(=CC2=C(C(=C(C=C12)C)C)C1=CC2=CC=CC=C2C=C1)C=1OC(=CC1)C)C1C(=CC2=C(C(=C(C=C12)C)C)C1=CC2=CC=CC=C2C=C1)C=1OC(=CC1)C